2-Bromo-4-methoxy-3-methylaniline BrC1=C(N)C=CC(=C1C)OC